ClC1=C(C=CC=C1)[S+](C1=CC=CC=C1)C1=C(C=CC=C1)Cl bis(chlorophenyl)phenylsulfonium